[N+](=O)([O-])C1=CC=C(C=C1)C1C=2N(NCC1)C(=C(N2)C2=CC=C(C=C2)OC2=CC=CC=C2)C(=O)O 8-(4-nitrophenyl)-2-(4-phenoxyphenyl)-5,6,7,8-tetrahydroimidazo[1,2-b]pyridazine-3-carboxylic acid